N-(methylsulfonyl)-6-(trifluoro-methoxy)-8-(4-(trifluoromethyl)phenyl)quinoline-3-carboxamide CS(=O)(=O)NC(=O)C=1C=NC2=C(C=C(C=C2C1)OC(F)(F)F)C1=CC=C(C=C1)C(F)(F)F